BrC=1C=C(C=CC1)C1=CC(=NN1)C(=O)N[C@@H](C)C1CC1 (S)-5-(3-bromophenyl)-N-(1-cyclopropylethyl)-1H-pyrazole-3-carboxamide